C(CCC)C1=CC=C(CNCC=2C(=NNC2)C2=CC=CC=C2)C=C1 N-(4-Butylbenzyl)-1-(3-phenyl-1H-pyrazol-4-yl)methylamine